7-Bromophthalazin-1-one BrC1=CC=C2C=NNC(C2=C1)=O